C(C)(C)(C)OC(N([C@@H]1C[C@H](C1)OC=1C=2N(C=C(C1)Br)C=NC2)C)=O trans-N-methyl-N-[3-[[6-bromoimidazo[1,5-a]pyridin-8-yl]oxy]cyclobutyl]carbamic acid tert-butyl ester